CCCCCCCC(=O)N N-octanamide